(3-(2-aminoethyl)-1H-pyrazol-1-yl)-2-trifluoromethyl-benzonitrile NCCC1=NN(C=C1)C=1C(=C(C#N)C=CC1)C(F)(F)F